N-allyl-N-[2-(4-allylpiperazin-1-yl)ethyl]prop-2-en-1-amine C(C=C)N(CC=C)CCN1CCN(CC1)CC=C